4-amino-N-((1R)-1-(5-(difluoromethyl)-2-pyridinyl)ethyl)-N-ethyl-1,3-dihydrofuro[3,4-c][1,7]naphthyridine-8-carboxamide NC1=NC=2C=NC(=CC2C2=C1COC2)C(=O)N(CC)[C@H](C)C2=NC=C(C=C2)C(F)F